N1CCC12CN(C2)C=2C=CC=C1C=CC=CC21 8-(1,6-diazaspiro[3.3]heptan-6-yl)naphthalene